pentafluorophenyl-ethyl-dimethyl-chlorosilane FC(C(F)(F)F)([Si](Cl)(CC1=CC=CC=C1)C)F